O1CC(C=2C1=NC=CC2)C(=O)O 2,3-dihydrofuro[2,3-b]pyridine-3-carboxylic acid